OC1CC(C2=CC=C(C=C2C1)OC)=NN 3-hydroxy-9-(6-methoxy-1-tetralone) hydrazone